(S,E)-3-(4-chlorophenyl)-N'-((4-chlorophenyl)sulfonyl)-N-(2-methyl-2-(sulfamoylamino)propyl)-4-phenyl-4,5-dihydro-1H-pyrazole-1-carboximidamide ClC1=CC=C(C=C1)C1=NN(C[C@@H]1C1=CC=CC=C1)/C(/NCC(C)(NS(N)(=O)=O)C)=N/S(=O)(=O)C1=CC=C(C=C1)Cl